nonylaniline iodide [I-].C(CCCCCCCC)NC1=CC=CC=C1